[N+](=O)([O-])C1=C(C=CC=C1)S(=O)(=O)N1CCC2=CC=CC=C12 ((2-nitrophenyl)sulfonyl)indoline